bis[4-(3,5-di(trifluoromethyl)-benzenesulfonyloxy)phenyl]phenylsulfonium perfluorobutanesulfonate FC(C(C(C(F)(F)F)(F)F)(F)F)(S(=O)(=O)[O-])F.FC(C=1C=C(C=C(C1)C(F)(F)F)S(=O)(=O)OC1=CC=C(C=C1)[S+](C1=CC=CC=C1)C1=CC=C(C=C1)OS(=O)(=O)C1=CC(=CC(=C1)C(F)(F)F)C(F)(F)F)(F)F